ClC1=CC=C(S1)CC1=NNC(=N1)C=1C=C(OC=2C=C3C(=CN2)NC=C3)C=CC1 5-(3-(3-((5-Chlorothiophen-2-yl)methyl)-1H-1,2,4-triazol-5-yl)phenoxy)-1H-pyrrolo[2,3-c]pyridine